(R)-tert-butyl 2-(((methylsulfonyl)oxy)methyl)pyrrolidine-1-carboxylate CS(=O)(=O)OC[C@@H]1N(CCC1)C(=O)OC(C)(C)C